C(C)(C)(C)OC(=O)N1CCN(CC1)C1=C(C=C(C2=C1CCO2)[N+](=O)[O-])Br 4-(5-bromo-7-nitro-2,3-dihydrobenzofuran-4-yl)piperazine-1-carboxylic acid tert-butyl ester